CC1=C(N=C2N1C=CC=C2OC(C)C)C2CCOCC2 Methyl-8-isopropoxy-2-(tetrahydro-2H-pyran-4-yl)imidazo[1,2-a]pyridine